(R)-6,8-difluoro-1-(2-fluoro-4-hydroxy-phenyl)-4-oxo-7-(2-((pyridin-2-yloxy)methyl)pyrrolidin-1-yl)-1,4-dihydro-quinoline-3-carboxylic acid FC=1C=C2C(C(=CN(C2=C(C1N1[C@H](CCC1)COC1=NC=CC=C1)F)C1=C(C=C(C=C1)O)F)C(=O)O)=O